C1(=CC=CC=C1)C1=C(OC=C1)O phenyl-furanol